C1(CC1)C=1C(=NN2C1CN(CCC2)C(=O)OC(C)(C)C)C(=O)OC 5-tert-butyl 2-methyl 3-cyclopropyl-7,8-dihydro-4H-pyrazolo[1,5-a][1,4]diazepine-2,5(6H)-dicarboxylate